N-(3-(lauroyloxy))propyl-N,N-Dimethylamine C(CCCCCCCCCCC)(=O)OCCCN(C)C